FC=1C=CC(=C(C1)CC(=O)OC(C)(C)C)NC(C1=CC(=C(C=C1)N1CCCCC1)NC(=O)C1=NN(C2=NC=CC=C21)CC(F)(F)F)=O tert-butyl 2-(5-fluoro-2-(4-(piperidin-1-yl)-3-(1-(2,2,2-trifluoroethyl)-1H-pyrazolo[3,4-b]pyridine-3-carboxamido) benzamido) phenyl)acetate